bromo-4-methylnicotinonitrile BrC1=C(C#N)C(=CC=N1)C